4-cyclopentyl-3-(morpholine-4-carbonyl)aniline C1(CCCC1)C1=C(C=C(N)C=C1)C(=O)N1CCOCC1